2,6-DIMETHYL-3-HYDROXYBENZALDEHYDE CC1=C(C=O)C(=CC=C1O)C